4-((5-(1-(5-amino-2-pyridyl)-3-(trifluoromethyl)pyrazol-4-yl)-1-methyl-imidazole-2-carbonyl)amino)-2-chloro-benzoic acid NC=1C=CC(=NC1)N1N=C(C(=C1)C1=CN=C(N1C)C(=O)NC1=CC(=C(C(=O)O)C=C1)Cl)C(F)(F)F